C1=CC(=CC=C1C2=COC3=C(C2=O)C=CC(=C3)O[C@H]4[C@@H]([C@H]([C@@H]([C@H](O4)CO)O)O)O)O 7-O-glucosyl-4'-hydroxyisoflavone